NCC1=NC=CC(=C1OC)C=1C=C2C(=NN(C2=CC1)C(C)C)COC1=C(C=CC=C1)CC(=O)O 2-(2-((5-(2-(aminomethyl)-3-methoxypyridin-4-yl)-1-isopropyl-1H-indazol-3-yl)methoxy)phenyl)acetic acid